O-(2,4-dinitrophenyl)-hydroxylammonium methanesulfonate CS(=O)(=O)[O-].[N+](=O)([O-])C1=C(C=CC(=C1)[N+](=O)[O-])O[NH3+]